5-Amino-3-[6-[2-[(5-tert-butylisoxazol-3-yl)amino]-2-oxoethyl]-3-pyridyl]-1-isopropyl-pyrazole-4-carboxamide NC1=C(C(=NN1C(C)C)C=1C=NC(=CC1)CC(=O)NC1=NOC(=C1)C(C)(C)C)C(=O)N